5-(4-bromo-3-(methoxymethyl)phenyl)-1,3,4-oxadiazol-2-amine BrC1=C(C=C(C=C1)C1=NN=C(O1)N)COC